(Z)-N-[3-(2-Chloro-5-fluorophenyl)-1-sulfanylidene-2,3-dihydro-1H-isoindol-4-yl]-3-fluoro-N'-hydroxy-5-(trifluoromethyl)benzimidamide ClC1=C(C=C(C=C1)F)C1NC(C2=CC=CC(=C12)N\C(\C1=CC(=CC(=C1)C(F)(F)F)F)=N/O)=S